FC1=C(C(=CC=C1)O)C=1C=CC2=C(N(N=C2C1)C)C=1CN(CC1)C(C=C)=O 1-(3-(6-(2-fluoro-6-hydroxyphenyl)-2-methyl-2H-indazol-3-yl)-2,5-dihydro-1H-pyrrol-1-yl)prop-2-en-1-one